ClC1=C(C=CC(=C1)C)S(=O)(=O)C1OC2(CC1N1CC3(COC3)C1)CCNCC2 ((2-chloro-4-methylphenyl)sulfonyl)-3-(2-oxa-6-azaspiro[3.3]hept-6-yl)-1-oxa-8-azaspiro[4.5]decane